platinum-palladium-selenium-tellurium-copper-nickel [Ni].[Cu].[Te].[Se].[Pd].[Pt]